FC1=CC=C(C=C1)C=1C=C2C(=NC(=NC2=C(C1)OC)O)N[C@H](C)C=1C=NC(=NC1)C(F)(F)F (R)-6-(4-fluorophenyl)-8-methoxy-4-((1-(2-(trifluoromethyl)pyrimidin-5-yl)ethyl)-amino)-quinazolin-2-ol